6-chloro-2-(2-pyridyl)-5-(trifluoromethyl)-4-pyrimidinamine ClC1=C(C(=NC(=N1)C1=NC=CC=C1)N)C(F)(F)F